FC(C=1C(=NC=CC1)CN1C(C(=CC=2C1=NC=CN2)C2CCN(CC2)C=2C=NC=CC2C(F)(F)F)=O)(F)F 5-((3-(Trifluoromethyl)pyridin-2-yl)methyl)-7-(1-(4-(trifluoromethyl)pyridin-3-yl)piperidin-4-yl)pyrido[2,3-b]pyrazin-6(5H)-one